CN1CCN(CC1)C1=C(C#N)C=CC=C1 2-(4-methylpiperazin-1-yl)benzonitrile